3-((2-chloro-4-(trifluoromethyl)phenyl)amino)-4-((4-(5-(chlorodifluoromethyl)-1,2,4-oxadiazol-3-yl)benzyl)amino)cyclobut-3-ene-1,2-dione ClC1=C(C=CC(=C1)C(F)(F)F)NC=1C(C(C1NCC1=CC=C(C=C1)C1=NOC(=N1)C(F)(F)Cl)=O)=O